4-(pyridin-4-yl-diazanyl)phenol N1=CC=C(C=C1)NNC1=CC=C(C=C1)O